5-amino-1-(2-methoxyphenyl)-1H-pyrazole-4-carboxamide NC1=C(C=NN1C1=C(C=CC=C1)OC)C(=O)N